4-Amino-7-bromo-1-(4-ethoxyphenyl)-2-oxo-1,2-dihydroquinoline-3-carboxylic acid methyl ester COC(=O)C=1C(N(C2=CC(=CC=C2C1N)Br)C1=CC=C(C=C1)OCC)=O